N-(4-(5-chloropyridin-3-yl)-5-fluoro-2-methoxyphenyl)-2-(2-(cyclopropanesulfonamido)thiazol-4-yl)-2-methylpropanamide ClC=1C=C(C=NC1)C1=CC(=C(C=C1F)NC(C(C)(C)C=1N=C(SC1)NS(=O)(=O)C1CC1)=O)OC